CC(C[C@H](CC=C)NC(OC(C)(C)C)=O)C tert-butyl (R)-(6-methylhept-1-en-4-yl)carbamate